NC=1C2=C(N=CN1)C(=NC(=C2)N2C[C@H](CC2)COC)C=2C(=C(C=CC2C)O)C 3-((R)-4-amino-6-((S)-3-(methoxymethyl)pyrrolidin-1-yl)pyrido[3,4-d]pyrimidin-8-yl)-2,4-dimethylphenol